FC1=C(C(=O)NCC2=CC=C(C=C2)OC)C=CC=C1[N+](=O)[O-] 2-fluoro-N-(4-methoxybenzyl)-3-Nitrobenzamide